(4R)-4-[3-[3-[4-(4-fluorophenoxy)phenyl]azetidin-1-yl]-3-oxo-propyl]oxazolidin-2-one FC1=CC=C(OC2=CC=C(C=C2)C2CN(C2)C(CC[C@H]2NC(OC2)=O)=O)C=C1